4-[2-[4-[5-butyl-1-[4-(trifluoromethoxy)phenyl]pyrazol-3-yl]piperazin-1-yl]ethyl]morpholine C(CCC)C1=CC(=NN1C1=CC=C(C=C1)OC(F)(F)F)N1CCN(CC1)CCN1CCOCC1